N1N=C(N=C1)S 1H-1,2,4-triazole-3-thiol